C(\C=C\C(=O)[O-])(=O)[O-].C(N)(=O)C(C[N-]C([C@@H](CC(C(CC(CC1=CC(=C(C=C1)OC)OCCCOC)C(C)C)N)O)C(C)C)=O)(C)C.C(N)(=O)C(C[N-]C([C@@H](CC(C(CC(CC1=CC(=C(C=C1)OC)OCCCOC)C(C)C)N)O)C(C)C)=O)(C)C (S)-N-(2-carbamoyl-2-methylpropyl)-5-amino-4-hydroxy-2,7-diisopropyl-8-[4-methoxy-3-(3-methoxypropoxy)-phenyl]-octanoyl-amide hemi-fumarate